C1CC12CCN(CC2)C=2C=C(C=CC2C=2N=NN(C2)C=2C=C1C=CC=NC1=C(C2)N2CCC(CC2)(F)F)C(CO)S(=O)(=O)N (3-{6-azaspiro[2.5]oct-6-yl}-4-{1-[8-(4,4-difluoropiperidin-1-yl)quinolin-6-yl]-1H-1,2,3-triazol-4-yl}phenyl)-2-hydroxyethane-1-sulfonamide